C(=O)(O)\C=C(\C)/C=1C2=CC=C(C=C2OC2=CC(C=CC12)=[N+](CC)CC)N(CC)CC (Z)-N-(9-(1-carboxyprop-1-en-2-yl)-6-(diethylamino)-3H-xanthen-3-ylidene)-N-ethylethanaminium